methylene chloride, triphenylsulfonium salt C1(=CC=CC=C1)[S+](C1=CC=CC=C1)C1=CC=CC=C1.C(Cl)Cl